5-[2-(4-methoxyphenyl)morpholine-4-carbonyl]-6-methyl-N-(1-methylcyclopropyl)furo[2,3-d]pyrimidin-4-amine COC1=CC=C(C=C1)C1CN(CCO1)C(=O)C1=C(OC=2N=CN=C(C21)NC2(CC2)C)C